[(3-Cyanophenyl)Methyl]-6-Methyl-4-[(1-Methylcyclopropyl)Amino]Furo[2,3-d]Pyrimidine-5-Carboxamide C(#N)C=1C=C(C=CC1)CC=1N=C(C2=C(N1)OC(=C2C(=O)N)C)NC2(CC2)C